FC1=C(CN2C(=NC=3N(C(N(C(C23)=O)CCCO)=O)C)C2(CCC(CC2)C(F)(F)F)F)C=CC(=C1)F 7-(2,4-difluorobenzyl)-8-(1-fluoro-4-(trifluoromethyl)cyclohexyl)-1-(3-hydroxypropyl)-3-methyl-3,7-dihydro-1H-purine-2,6-dione